CC1=C(C=CC(=C1)C)N1CN(C(C2=CC=C(C=C12)C(F)(F)F)=O)C1=C(NC(C=C1)=O)C 1-(2,4-dimethylphenyl)-3-(2-methyl-6-oxo-1,6-dihydropyridin-3-yl)-7-(trifluoromethyl)-2,3-dihydroquinazolin-4(1H)-one